(S,6R)-N'-((1,2,3,5,6,7-hexahydro-s-indacen-4-yl)carbamoyl)-6-hydroxy-6-methyl-6,7-dihydro-5H-pyrazolo[5,1-b][1,3]oxazine-3-sulfonimidamide C1CCC2=C(C=3CCCC3C=C12)NC(=O)N=[S@@](=O)(N)C=1C=NN2C1OC[C@](C2)(C)O